C1(CCCCC1)CCCCNC(=O)C=1N=C(OC1)C1C(C2CCC1O2)CC2=C(C=CC=C2)C(C(=O)O)C 2-[[3-[4-[[(4-cyclohexylbutyl)amino]carbonyl]-2-oxazolyl]-7-oxabicyclo[2.2.1]-hept-2-yl]methyl]phenylpropanoic acid